N-(2-((2-(2,6-dioxopiperidin-3-yl)-1,3-dioxoisoindolin-4-yl)amino)ethyl)-2-(4-(4-((5-(4-(methylsulfonyl)phenyl)-[1,2,4]triazolo[1,5-a]pyridin-2-yl)amino)phenyl)piperazin-1-yl)acetamide O=C1NC(CCC1N1C(C2=CC=CC(=C2C1=O)NCCNC(CN1CCN(CC1)C1=CC=C(C=C1)NC1=NN2C(C=CC=C2C2=CC=C(C=C2)S(=O)(=O)C)=N1)=O)=O)=O